C1(=CC=C(C=C1)C1C(CCCC1)O)C 2-(p-tolyl)cyclohexan-1-ol